1-((1s,3s)-3-(4-hydroxy-3,3-dimethylpyrrolidin-1-yl)cyclobutyl)-1'-(oxetan-3-yl)spiro[indoline-3,4'-piperidine]-2-one OC1C(CN(C1)C1CC(C1)N1C(C2(CCN(CC2)C2COC2)C2=CC=CC=C12)=O)(C)C